diisopropyl-O-methylisourea C(C)(C)N(C(OC)=N)C(C)C